C(C1CO1)OCCCCCCCCCCCCCCCCCC n-octadecyl glycidyl ether